C(C(O)C)(=O)OC(CCCCCC)C 1-methylheptyl lactate